C12(CC=C(C1C2)C)C(C)C 3-thujene